C(C)C=1C=CC(=NC1)N1N=CC(=C1)C=1C=C2C(=CNC2=CC1)NS(=O)(=O)C1CCC1 N-(5-(1-(5-ethylpyridin-2-yl)-1H-pyrazol-4-yl)-1H-indol-3-yl)cyclobutanesulfonamide